Cl.NCC1CCN(CC1)C1=C(C=C(C=C1)NC=1C=2N(C=CN1)C(=CN2)C2=C(C(=C(C=C2)OC)F)F)C N-(4-(4-(aminomethyl)piperidin-1-yl)-3-methylphenyl)-3-(2,3-difluoro-4-methoxyphenyl)imidazo[1,2-a]pyrazin-8-amine hydrochloride